3-(2-methyl-2-phenyl-1,3-dioxan-4-yl)-1-phenylpropan-1-one CC1(OCCC(O1)CCC(=O)C1=CC=CC=C1)C1=CC=CC=C1